C1(CCC(N1OC(CCCCCN1C(C=CC1=O)=O)=O)=O)=O 6-(maleimido)caproic acid succinimidyl Ester